N1=C(C=CC=C1)CCO 2-(pyridin-2-yl)ethane-1-ol